C(C1=CC=CC=C1)C1=NC(=NN1)C(=O)N[C@@H]1C(N(C2=C(OC1)C=CC(=C2)C#CC(C)(C)Cl)C)=O (S)-5-benzyl-N-(7-(3-chloro-3-methylbut-1-yn-1-yl)-5-methyl-4-oxo-2,3,4,5-tetrahydrobenzo[b][1,4]oxazepin-3-yl)-1H-1,2,4-triazole-3-carboxamide